C([C@@H](C(=O)O)N)OP(=O)(O)OCC(CO)O The molecule is a L-serine derivative consisting of L-serine having a 1-glycerophospho group attached to the side-chain hydroxy function. It is a glycerol 1-phosphodiester, a L-serine derivative and a non-proteinogenic L-alpha-amino acid. It is a conjugate acid of a glycerol 1-phosphoserine(1-).